BrC=1C=C(C=C2C=CC3=C(SC=C3)C12)O 9-bromonaphtho[1,2-b]thiophen-7-ol